(+-)-2-amino-1,2,3,4-tetrahydro-2-naphthoic acid N[C@]1(CC2=CC=CC=C2CC1)C(=O)O |r|